N1=CC=C(C=C1)C1(OC(=C(C1=O)O[Si](C)(C)C)N)C 2-(4-pyridinyl)-2-methyl-4-trimethylsiloxy-5-amino-3(2H)-furanone